ClC1=C(C=CC(=C1)C(=O)OC)B(O)O (2-chloro-4-methoxycarbonyl-phenyl)boronic acid